C(#N)[C@H](CC1=CC=C(C=C1)C=1C=CC2=C(N(C(O2)=O)C)C1)NC(=O)[C@H]1OCC[C@@](CN(C1)C(=O)OC(C)(C)C)(C)O |o1:28| tert-butyl (2S,6R*)-2-{[(1S)-1-cyano-2-[4-(3-methyl-2-oxo-2,3-dihydro-1,3-benzoxazol-5-yl)phenyl]ethyl]carbamoyl}-6-hydroxy-6-methyl-1,4-oxazocane-4-carboxylate